OC[C@H]1N(CC2=CC=CC=C2C1)C(=O)OCC1=CC=CC=C1 Benzyl (3S)-3-(hydroxymethyl)-3,4-dihydro-1H-isoquinoline-2-carboxylate